OC(COCC(C[N+](C)(C)CCCCCCCCCCCC)O)C[N+](C)(C)C 3-(dodecyldimethylammonio)-2-hydroxypropyl 2-hydroxy-3-(trimethylammonio)propyl ether